CN([C@H]1[C@H]2CNC[C@H]2CCC1)C (3aR,4R,7aS)-N,N-dimethyl-octahydro-1H-isoindol-4-amine